CC1(C[C@@H](C2=C(C=CC=C12)N1N=CC(=C1)C(=O)N)C)C (3S)-(1,1,3-trimethyl-2,3-dihydro-1H-inden-4-yl)-1H-pyrazole-4-carboxamide